S(=O)(=O)(O)O.C1NCCC2=CC=CC=C12.C1NCCC2=CC=CC=C12 trans-tetrahydroisoquinoline hemisulfate